BrC1=CC=C(C=C1)C1=CC=CC=C1 4'-bromobiphenyl